8-[3-(Dibenzylamino)-2-fluoro-4-nitrophenyl]-1,4-dioxaspiro[4.5]decane-8-carboxylic acid, trifluoroacetate salt FC(C(=O)O)(F)F.C(C1=CC=CC=C1)N(C=1C(=C(C=CC1[N+](=O)[O-])C1(CCC2(OCCO2)CC1)C(=O)O)F)CC1=CC=CC=C1